2,6-bis-tert-butylhydroxytoluene C(C)(C)(C)C1=C(CO)C(=CC=C1)C(C)(C)C